N,N-bis(2-hydroxyethyl)-2-amino-propylene OCCN(C(=C)C)CCO